NCCN(CCCN)CCCN 2-aminoethyl-di(3-aminopropyl)amine